N-[3-fluoro-4-[(6-methoxy-1,5-naphthyridin-4-yl)oxy]phenyl]-5-(4-fluoro-2-methylphenyl)-1,6-dimethyl-4-oxopyridine-3-carboxamide FC=1C=C(C=CC1OC1=CC=NC2=CC=C(N=C12)OC)NC(=O)C1=CN(C(=C(C1=O)C1=C(C=C(C=C1)F)C)C)C